tert-butyl N-{4-[(8S)-5,6,7,8-tetrahydroquinolin-8-yl[(1-{[2-(trimethylsilyl)ethoxy]methyl}-1,3-benzodiazol-2-yl)methyl]amino]butyl}carbamate N1=CC=CC=2CCC[C@@H](C12)N(CCCCNC(OC(C)(C)C)=O)CC1=NC2=C(N1COCC[Si](C)(C)C)C=CC=C2